BrC1=CN=C2N1C=C(C=C2C)C=2N(N=CN2)C2=CC(=C(C=C2)F)OC 3-bromo-6-[2-(4-fluoro-3-methoxy-phenyl)-1,2,4-triazol-3-yl]-8-methyl-imidazo[1,2-a]pyridine